O=C1CCC(CC1)/C=C/C(=O)OCC ethyl (E)-3-(4-oxocyclohexyl)acrylate